5-(3-aminopropyl)-3-chloro-5,10-dihydro-11H-dibenzo[b,e][1,4]diazepin-11-one NCCCN1C2=C(NC(C3=C1C=C(C=C3)Cl)=O)C=CC=C2